ClC=1C(=CC2=C(N(C=N2)C2CC2)C1)C#CC1=NN(C(=C1C(=O)N)NC)[C@@H]1CN(CC1)C(C=C)=O 3-[2-(6-chloro-1-cyclopropyl-1,3-benzodiazol-5-yl)ethynyl]-5-(methylamino)-1-[(3S)-1-(prop-2-enoyl)pyrrolidin-3-yl]pyrazole-4-carboxamide